1-bis(trimethylsilyl)amino-4-bromobenzene C[Si](C)(C)N(C1=CC=C(C=C1)Br)[Si](C)(C)C